C(C)(=O)C1C(CCC1)=O 2-Acetyl-cyclopentanone